ClC=1C=C(C=CC1C(=O)O)C1=CC(=CC(=C1)F)C1(CC1)C#N 3-chloro-3'-(1-cyanocyclopropyl)-5'-fluoro-[1,1'-biphenyl]-4-carboxylic acid